tri(dimethylamino)(dihexylamino)phosphonium chloride [Cl-].CN(C)[P+](N(CCCCCC)CCCCCC)(N(C)C)N(C)C